6-chloro-2-methylsulfanyl-oxazolo[5,4-b]pyridine ClC=1C=C2C(=NC1)OC(=N2)SC